((S)-tert-butylsulphonyl)-2-ethyl-6-trifluoromethyl-3,4-dihydroquinoline-1(2H)-carboxylic acid ethyl ester C(C)OC(=O)N1C(CCC2=CC(=CC=C12)C(F)(F)F)(CC)S(=O)(=O)C(C)(C)C